N-(2-aminoethyl)-3-[[2-(3-carbamimidoylphenyl)-1-(6-methoxy-1,3-benzothiazol-2-yl)ethyl]sulfamoyl]benzamide NCCNC(C1=CC(=CC=C1)S(NC(CC1=CC(=CC=C1)C(N)=N)C=1SC2=C(N1)C=CC(=C2)OC)(=O)=O)=O